N1,N4-bis(4-(aminomethyl)phenyl)-2-methylterephthalamide NCC1=CC=C(C=C1)NC(C1=C(C=C(C(=O)NC2=CC=C(C=C2)CN)C=C1)C)=O